3,4-Dihydro-1H-benzopyran O1CCCC2=C1C=CC=C2